C(C)(=O)NC1CCN(CC1)C1=C(CN2CCCC23CCN(CC3)C(=O)OC(C(F)(F)F)C(F)(F)F)C=CC(=C1)C(F)(F)F 1,1,1,3,3,3-Hexafluoropropan-2-yl 1-(2-(4-acetamidopiperidin-1-yl)-4-(trifluoromethyl) benzyl)-1,8-diazaspiro[4.5]decane-8-carboxylate